5,5-difluoro-1,3-dimethyl-1H,4H,5H,6H,7H-pyrazolo[3,4-b]pyridine-4,6-dione FC1(C(C2=C(NC1=O)N(N=C2C)C)=O)F